(±)-methyl (2S,3R)-1-(7,8-dichloro-4-(1H-imidazol-1-yl)quinolin-2-yl)-3-(hydroxymethyl)pyrrolidine-2-carboxylate ClC1=CC=C2C(=CC(=NC2=C1Cl)N1[C@@H]([C@@H](CC1)CO)C(=O)OC)N1C=NC=C1 |r|